6-chloro-7-methoxy-2-methyl-3-(4-(4-(trifluoromethoxy)phenoxy)phenyl)quinolin-4(1H)-one ClC=1C=C2C(C(=C(NC2=CC1OC)C)C1=CC=C(C=C1)OC1=CC=C(C=C1)OC(F)(F)F)=O